tert-butyl 4-{[(4,6-dichloropyridin-3-yl) formohydrazido]methanethioyl}piperazine-1-carboxylate ClC1=C(C=NC(=C1)Cl)C(=O)NNC(=S)N1CCN(CC1)C(=O)OC(C)(C)C